C(C)[C@]1(C(OCC=2C(N3CC=4C(=NC=5C=C(C(=CC5C4C)O)F)C3=CC21)=O)=O)O (S)-4-ethyl-8-fluoro-4,9-dihydroxy-11-methyl-1H-pyrano[3',4':6,7]indolizino[1,2-b]quinoline-3,14(4H,12H)-dione